O1COC2=C1C=CC(=C2)C(=CCCCCCC(=O)N2CCCCC2)CCCCCCCCCC 1-[8-(1,3-benzodioxol-5-yl)-1-oxo-7-octadecenyl]Piperidine